ClC1=CC(=C(C=C1)C1(OC2=C(O1)C=CC=C2C2CCN(CC2)CC=2N(C(=CN2)/C=C/C(=O)O)CC=2C(=NC=CC2)CC)C)F (E)-3-(2-((4-(2-(4-chloro-2-fluorophenyl)-2-methylbenzo[d][1,3]dioxol-4-yl)piperidin-1-yl)methyl)-1-((2-ethylpyridin-3-yl)methyl)-1H-imidazol-5-yl)acrylic acid